(4-(isopropylamino)-6-((2-(trifluoromethyl)pyridin-4-yl)amino)-1,3,5-triazin-2-yl)picolinamide C(C)(C)NC1=NC(=NC(=N1)NC1=CC(=NC=C1)C(F)(F)F)C=1C(=NC=CC1)C(=O)N